FC(C)(F)C=1C(=NC=CC1)CN1C(C(=CC2=CC=C(N=C12)C)C1CCC(CC1)C=1C(=NC=CC1C)OC)=O 1-((3-(1,1-difluoroethyl)pyridin-2-yl)methyl)-3-((1r,4r)-4-(2-methoxy-4-methylpyridin-3-yl)cyclohexyl)-7-methyl-1,8-naphthyridin-2(1H)-one